tert-butyl 7-[(2-{[4-(methoxy carbonyl)phenyl]meth-oxy}phenyl)-methyl]-2,7-diazaspiro[4.4]nonane-2-carboxylate COC(=O)C1=CC=C(C=C1)COC1=C(C=CC=C1)CN1CC2(CCN(C2)C(=O)OC(C)(C)C)CC1